1-((5-Nitrofurfurylidene)amino)-2-methyltetrahydro-1,4-thiazine-4,4-dioxide CC1CS(=O)(=O)CCN1/N=C/C2=CC=C(O2)[N+](=O)[O-]